C(#N)CN1CCN(CC1)C=1N=C(C2=C(C=NNC2=O)N1)NC1=CC=C(C=C1)N1CCC2(CC2)CC1 6-(4-((2-(4-(Cyanomethyl)piperazin-1-yl)-5-oxo-5,6-dihydropyrimido[4,5-d]pyridazin-4-yl)amino)phenyl)-6-azaspiro[2.5]octan